FC=1C(=NC=CC1CS(=O)(=O)[O-])NC(=O)NCC#C (3-fluoro-2-(3-(prop-2-yn-1-yl)ureido)pyridin-4-yl)methanesulfonate